tert-butyl (4-(2-(5-cyanopyridin-2-yl)vinyl)thiazol-2-yl)carbamate C(#N)C=1C=CC(=NC1)C=CC=1N=C(SC1)NC(OC(C)(C)C)=O